2,2-dimethyl-6-nitro-4H-benzopyran-4-one CC1(OC2=C(C(C1)=O)C=C(C=C2)[N+](=O)[O-])C